N1CC(C1)C=1C=CC(=NC1)N1CC(C1)(O)C 1-[5-(Azetidin-3-yl)-2-pyridyl]-3-methyl-azetidin-3-ol